ClC1=C(C(=CC=C1Cl)OC)C1=CC=2N(C=C1)C(=C(N2)CC(=O)OC)C methyl 2-(7-(2,3-dichloro-6-methoxyphenyl)-3-methylimidazo[1,2-a]pyridin-2-yl)acetate